CC(CC1=CC=C(C=C1)[C@H](C(=O)O)C)C |r| (2RS)-2-[4-(2-Methylpropyl)phenyl]propanoic acid